5-chloro-2-hydroxy-1H-indole-1-carboxamide ClC=1C=C2C=C(N(C2=CC1)C(=O)N)O